FC1(CC(C1)N1CC(C(CC1)CC1=C2C=CNC2=C(C=C1C)C)C1=CC=C(C(=O)O)C=C1)F 4-(1-(3,3-difluorocyclobutyl)-4-((5,7-dimethyl-1H-indol-4-yl)methyl)piperidin-3-yl)benzoic acid